C(=O)OC1=C(C=CC(=C1)C(F)(F)F)C=1C=2N(C(=NN1)N[C@H]1CN(CCC1)C)C=CN2 2-(5-{[(3R)-1-methylpiperidin-3-yl]amino}imidazo[1,2-d][1,2,4]triazin-8-yl)-5-(trifluoromethyl)phenol formate